(s)-4-Acetamido-2-methyl-5-((1-methylazetidin-2-yl)methoxy)-N-(1-(7-vinylquinolin-5-yl)cyclopropyl)benzamide C(C)(=O)NC1=CC(=C(C(=O)NC2(CC2)C2=C3C=CC=NC3=CC(=C2)C=C)C=C1OC[C@H]1N(CC1)C)C